CN1N=C2C(NC=3C=CC=CC3C2=C1)=O 2-methyl-2,5-dihydro-4H-pyrazolo[3,4-c]quinolin-4-one